6-Bromo-3-(hydroxymethyl)-2-naphthoic acid BrC=1C=C2C=C(C(=CC2=CC1)C(=O)O)CO